N-(4-(7-(cyclohexyloxy)-8-fluoro-1,3,4,5-tetrahydro-2H-benzo[c]azepine-2-yl)-2,6-Dimethylphenyl)-3,3-dimethylbutanamide C1(CCCCC1)OC1=CC2=C(CN(CCC2)C2=CC(=C(C(=C2)C)NC(CC(C)(C)C)=O)C)C=C1F